2,4,6-trimethylphenyldiphenylsulfonium triflate [O-]S(=O)(=O)C(F)(F)F.CC1=C(C(=CC(=C1)C)C)[S+](C1=CC=CC=C1)C1=CC=CC=C1